C(=CCCC)P(O)(=O)CCCCCCCC pentenyl-octyl-phosphinic acid